N-(3,5-difluorobenzyl)-2-(difluoromethoxy)-5-fluoro-N-methylpyridine-3-sulfonamide FC=1C=C(CN(S(=O)(=O)C=2C(=NC=C(C2)F)OC(F)F)C)C=C(C1)F